CC1=C(C(=C(C=2C3=CC(=CC=C3NC12)OC)C)C)C1=C(C=CC=C1)N 1,3,4-trimethyl-6-methoxy-2-(2'-aminophenyl)-9H-carbazole